4-[(2-chloro-6-fluorobenzyl) oxy]Benzylmalonate ClC1=C(COC2=CC=C(CC(C(=O)[O-])C(=O)[O-])C=C2)C(=CC=C1)F